FC1=CC=C(C=C1)S(=O)(=O)[C@]12CCN([C@@H]2CCC2=C1C=CC(=C2)I)C(=O)OC(C)(C)C (3ar,9br)-tert-butyl 9b-((4-fluorophenyl)sulfonyl)-7-iodo-3a,4,5,9b-tetrahydro-1h-benzo[e]indole-3(2h)-carboxylate